5-bromo-2H-isoquinolin-1-one BrC1=C2C=CNC(C2=CC=C1)=O